F[C@@H]1[C@H](C[C@@]2(CC(C[C@H]1N2)C)C)C(=C)C2=CN=C(N=N2)C2=C(C=C(C=C2)N2C=NC=C2)O 2-(6-(1-((1S,3R,4R,5R)-4-fluoro-1,7-dimethyl-9-azabicyclo[3.3.1]nonan-3-yl)vinyl)-1,2,4-triazin-3-yl)-5-(1H-imidazol-1-yl)phenol